(S)-7-(3-chloro-5-fluorophenoxy)-N-((1R,5S,8S)-3-(6-methoxypyridazin-4-yl)-3-azabicyclo[3.2.1]oct-8-yl)-6,7-dihydro-5H-pyrrolo[1,2-b][1,2,4]triazol-2-amine ClC=1C=C(O[C@H]2CCN3N=C(N=C32)NC3[C@H]2CN(C[C@@H]3CC2)C2=CN=NC(=C2)OC)C=C(C1)F